2-(aminooxy)-1-(4-(5-(trifluoromethyl)pyrimidin-2-yl)piperazin-1-yl)ethanone hydrochloride Cl.NOCC(=O)N1CCN(CC1)C1=NC=C(C=N1)C(F)(F)F